FC=1C=NN(C1)C1=CC=C(C=N1)CC1=NC2(N=C1C)CCN(CC2)C2=NC(=CC(=N2)NC2=NNC(=C2)C)C 2-(2-((6-(4-fluoro-1H-pyrazol-1-yl)pyridin-3-yl)methyl)-3-methyl-1,4,8-triazaspiro[4.5]decan-1,3-dien-8-yl)-6-methyl-N-(5-methyl-1H-pyrazol-3-yl)pyrimidin-4-amine